γ-Hydroxy-γ-phenylcaproamide OC(CCC(=O)N)(CC)C1=CC=CC=C1